C[C@H](CCC(=O)SCCNC(=O)CCNC(=O)[C@@H](C(C)(C)COP(=O)(O)OP(=O)(O)OC[C@@H]1[C@H]([C@H]([C@@H](O1)N2C=NC3=C(N=CN=C32)N)O)OP(=O)(O)O)O)[C@H]4CC[C@@H]5[C@@]4(CC[C@H]6[C@H]5CC[C@H]7[C@@]6(CC[C@H](C7)O)C)C The molecule is a member of the class of choloyl-CoAs that results from the formal condensation of the thiol group of coenzyme A with the carboxy group of lithocholic acid. It has a role as a human metabolite. It derives from a lithocholic acid. It is a conjugate acid of a lithocholyl-CoA(4-).